2-(1-tert-butoxycarbonyl-4-piperidyl)-acetic acid C(C)(C)(C)OC(=O)N1CCC(CC1)CC(=O)O